3-chloro-5-((2,4-dichlorophenoxy)methyl)benzoic acid ClC=1C=C(C(=O)O)C=C(C1)COC1=C(C=C(C=C1)Cl)Cl